1-((cis)-bicyclo[3.1.0]hexan-3-yl)-4-((5-fluoro-6-phenylpyridin-3-yl)methyl)piperazine-2,3-dione C12CC(CC2C1)N1C(C(N(CC1)CC=1C=NC(=C(C1)F)C1=CC=CC=C1)=O)=O